C[SiH](OC1=CC=C(C=C1)C(=C)C1=CC=CC=C1)C 1-[4-(dimethylsiloxy)phenyl]-1-phenylethene